ClC/C=C/C(=O)NC1=C(C=C(C=C1C)C(=O)C1=CC=C2C(=CC=CN12)C1=CC2=C(N(C=N2)C)C=C1C(F)(F)F)C#N (2E)-4-chloro-N-(2-cyano-6-methyl-4-{8-[1-methyl-6-(trifluoromethyl)-1H-1,3-benzodiazol-5-yl]indolizin-3-carbonyl}phenyl)but-2-enamide